N-(4-((3S,5S)-3-amino-5-fluoropiperidin-1-yl)-5-(1-(2,2,2-trifluoroethyl)-1H-pyrazol-4-yl)pyridin-2-yl)-2-(2,4-difluoro-6-methoxyphenyl)pyrimidin-4-amine N[C@@H]1CN(C[C@H](C1)F)C1=CC(=NC=C1C=1C=NN(C1)CC(F)(F)F)NC1=NC(=NC=C1)C1=C(C=C(C=C1OC)F)F